N1=C(C=CC=C1)C=1C=NC(=CC1)CN(C1=CC(=NC=2N1N=CC2C2CC2)NC[C@@H]2[C@H](CN(CC2)C(=O)OC(C)(C)C)O)C(=O)OC(C)(C)C tert-butyl (3R,4R)-4-(((7-(([2,3'-bipyridin]-6'-ylmethyl)(tert-butoxycarbonyl)amino)-3-cyclopropylpyrazolo[1,5-a]pyrimidin-5-yl)amino)methyl)-3-hydroxypiperidine-1-carboxylate